1-(2-(3,4-bis(bromomethyl)-2,5-dioxa-2,5-dihydro-1H-pyrrol-1-yl)acetamido)-3,6,9,12-tetraoxopentadecane BrCC=1ON(OC1CBr)CC(=O)NCCC(CCC(CCC(CCC(CCC)=O)=O)=O)=O